ClC1=CC(=C(C=C1)C1=CC=C2C(=N1)SC(=N2)NC(=O)C2=CN=NC=C2C2=C(C=CC=C2)OC)OC N-(5-(4-chloro-2-methoxyphenyl)thiazolo[5,4-b]pyridin-2-yl)-5-(2-methoxyphenyl)pyridazine-4-carboxamide